COC1=C(C2=CC=CC=C2C=C1)B(O)O methoxynaphthaleneboronic acid